ClC=1C=C2C(=NN1)NC(C1N2CCC2(OCCO2)C1)=O 2-chloro-6a,7,9,10-tetrahydrospiro[pyrido[1',2':4,5]pyrazino[2,3-c]pyridazine-8,2'-[1,3]dioxolan]-6(5H)-one